(S)-6-((2-(3-Aminopiperidin-1-yl)-1H-benzo[d]imidazol-1-yl)methyl)nicotinonitril N[C@@H]1CN(CCC1)C1=NC2=C(N1CC1=NC=C(C#N)C=C1)C=CC=C2